C1(CCCCC1)NC1CCCCC1 N,N-dicyclohexylamine